carboxybenzyl-L-azidonorleucine C(=O)(O)N([C@@H](CCCCN=[N+]=[N-])C(=O)O)CC1=CC=CC=C1